(2-Chloropyrimidin-5-yl)boric acid ClC1=NC=C(C=N1)OB(O)O